CC1(C2=CC=CC(=C2OC=2C(=CC=CC12)P(C1=CC=CC=C1)C1=CC=CC=C1)P(C1=CC=CC=C1)C1=CC=CC=C1)C 9,9-dimethyl-4,5-Bis(diphenylphosphino)xanthene